C1(CC1)N1C(C(=CC=C1)NC(=O)C=1C(=NC=2N(C1)C=C(N2)C21COC(CC2)(C1)COC)OC(C)C)=O N-(1-cyclopropyl-2-oxo-1,2-dihydropyridin-3-yl)-7-isopropoxy-2-(1-(methoxymethyl)-2-oxabicyclo[2.2.1]hept-4-yl)imidazo[1,2-a]pyrimidine-6-carboxamide